N-((1R,2R,4S)-7-cyano-7-azabicyclo[2.2.1]heptan-2-yl)-3-methyl-4-(1-methyl-1H-pyrazol-4-yl)benzamide C(#N)N1[C@H]2[C@@H](C[C@@H]1CC2)NC(C2=CC(=C(C=C2)C=2C=NN(C2)C)C)=O